ClC=1N=C(C(=NC1)NS(=O)(=O)C1=CNC2=C1C=CC=1C=CNC21)OC N-(5-chloro-3-methoxypyrazin-2-yl)-1,8-dihydropyrrolo[3,2-g]indole-3-sulfonamide